N-Amino-5-Mercaptophenyl-1H-pyrimidin-2,4-dione NN1C(NC(C(=C1)C1=CC=CC(=C1)S)=O)=O